6-(6-(((1S,3S)-3-((7-fluoro-[1,2,4]triazolo[1,5-a]pyridin-2-yl)amino)cyclopentyl)amino)pyridin-3-yl)-2-(2-hydroxypropane-2-yl)-5,6-dihydro-7H-pyrrolo[3,4-b]pyridin-7-one FC1=CC=2N(C=C1)N=C(N2)N[C@@H]2C[C@H](CC2)NC2=CC=C(C=N2)N2C(C1=NC(=CC=C1C2)C(C)(C)O)=O